C(C)(C)(C)OC(=O)NC1CCN(CC1)S(=O)(=O)C=1C=C(C=CC1)C1CCN(CC1)CC1CCN(CC1)C(=O)OCC1=CC=CC=C1 benzyl 4-((4-(3-((4-((tert-butoxycarbonyl)amino)piperidin-1-yl)sulfonyl)phenyl)piperidin-1-yl)methyl)piperidine-1-carboxylate